6-[[5-(trifluoromethyl-sulfonyl)-3-pyridyl]methyl]-2-azaspiro[3.3]heptane FC(S(=O)(=O)C=1C=C(C=NC1)CC1CC2(CNC2)C1)(F)F